N-[(R)-1-[(1,3-benzothiazol-2-yl)carbonyl]-4-guanidinobutyl](S)-2-{[(m-{[(S)-2-acetylamino-3-hydroxypropionylamino]methyl}phenyl)methyl]carbonylamino}-4-methylvaleramide S1C(=NC2=C1C=CC=C2)C(=O)[C@@H](CCCNC(=N)N)NC([C@H](CC(C)C)NC(=O)CC2=CC(=CC=C2)CNC([C@H](CO)NC(C)=O)=O)=O